N-methyl-N'-((5-(trifluoromethyl)pyridin-2-yl)methyl)pyrimidine-2-carbohydrazide CN(NCC1=NC=C(C=C1)C(F)(F)F)C(=O)C1=NC=CC=N1